CC(C)(C)OC(=O)NCCCC[C@@H](C(=O)O)N N-ε-(tert-butoxycarbonyl)-L-lysine